2-chloro-4-(hydroxymethyl)benzoic acid ClC1=C(C(=O)O)C=CC(=C1)CO